N-(6-ethyl-1-methylindazol-7-yl)-1H-pyrazole-4-sulfonamide C(C)C1=CC=C2C=NN(C2=C1NS(=O)(=O)C=1C=NNC1)C